methylene-3-(3',5'-di-tert-butyl-4'-hydroxyphenyl)propionic acid C=C(C(=O)O)CC1=CC(=C(C(=C1)C(C)(C)C)O)C(C)(C)C